C(C)(=O)NC1=CC=C(C=N1)NC(O[C@@H](COC1=CC2=C(N=C(S2)C2=C3N=CC(=NC3=CC(=C2)C)OC)C=C1F)C)=O (R)-1-((5-fluoro-2-(2-methoxy-7-methylquinoxalin-5-yl)benzo[d]thiazol-6-yl)oxy)propan-2-yl (6-acetamidopyridin-3-yl)carbamate